C(#N)C1=CNC2=C(C=CC(=C12)C)NS(=O)(=O)C=1C=NN(C1)CCS(=O)(=O)C N-(3-Cyano-4-methyl-1H-indol-7-yl)-1-(2-methylsulfonylethyl)pyrazol-4-sulfonamid